C(C=C)(=O)OCCCCCCCCCCCCCCOC(C=C)=O tetradecylene glycol diacrylate